N-(6-(1,2-dimethyl-1H-imidazol-5-yl)isoquinolin-3-yl)-4-((4-methylpiperazin-1-yl)methyl)cyclohexane-1-carboxamide CN1C(=NC=C1C=1C=C2C=C(N=CC2=CC1)NC(=O)C1CCC(CC1)CN1CCN(CC1)C)C